histidine-histidine salt N[C@@H](CC1=CNC=N1)C(=O)O.N[C@@H](CC1=CNC=N1)C(=O)O